C12(C(CC(=CC1)C2)N)N 4-norbornenediamine